4-({[4-Cyano-1-(3-hydroxy-2,2-dimethylpropanoyl)-3-{3-methyl-1-[2-(morpholin-4-yl)-2-oxoethyl]-4-oxoazetidin-2-yl}-1H-pyrazol-5-yl]amino}methyl)benzol C(#N)C=1C(=NN(C1NCC1=CC=CC=C1)C(C(CO)(C)C)=O)C1N(C(C1C)=O)CC(=O)N1CCOCC1